3-[(2S)-2-[(2-formyl-3-hydroxyphenoxy)methyl]piperidine-1-carbonyl]pyridine-2-carbaldehyde C(=O)C1=C(OC[C@H]2N(CCCC2)C(=O)C=2C(=NC=CC2)C=O)C=CC=C1O